(S)-5-Fluoro-N,N-diisopropyl-2-((5-(3-((9-(pyridine-2-sulfonamido)-3-azaspiro[5.5]undec-3-yl)methyl)pyrrolidin-1-yl)-1,2,4-triazin-6-yl)oxy)benzamide FC=1C=CC(=C(C(=O)N(C(C)C)C(C)C)C1)OC1=C(N=CN=N1)N1C[C@@H](CC1)CN1CCC2(CC1)CCC(CC2)NS(=O)(=O)C2=NC=CC=C2